FC1(C(C1)OCCN(CCC(C(=O)O)NC1=NC(=NC2=CC(=CC=C12)F)C)CCCCC1=NC=2NCCCC2C=C1)F 4-((2-(2,2-difluorocyclopropoxy)ethyl)(4-(5,6,7,8-tetrahydro-1,8-naphthyridin-2-yl)butyl)amino)-2-((7-fluoro-2-methylquinazolin-4-yl)amino)butanoic acid